2-(4-((5-fluoro-4-((4-fluoro-1-methylpiperidin-4-yl)methoxy)pyrimidin-2-yl)amino)-3-methyl-1H-pyrazol-1-yl)-2-methylpropanenitrile FC=1C(=NC(=NC1)NC=1C(=NN(C1)C(C#N)(C)C)C)OCC1(CCN(CC1)C)F